ClC1=NC(=CC(=C1)C(C1CCC(CC1)N1CC(C1)NC(OC(C)(C)C)=O)(F)F)Cl Tert-butyl N-[1-[4-[(2,6-dichloro-4-pyridyl)-difluoro-methyl]cyclohexyl]azetidin-3-yl]carbamate